tert-butyl 5-amino-5-oxo-4-(2-oxo-5-phenyloxazol-3(2H)-yl)pentanoate NC(C(CCC(=O)OC(C)(C)C)N1C(OC(=C1)C1=CC=CC=C1)=O)=O